N1CC(CC1)N1C(CCCC1)=O pyrrolidin-3-ylpiperidin-2-one